C(C)(=O)NC=1C=C(C=C(C1C)C(NCC=1C(NC(=CC1C)C)=O)=O)C1=CC=C(C=C1)CC1=NC2=C(N1)C=CC=C2C(=O)N 2-((3'-acetamido-5'-(((4,6-dimethyl-2-oxo-1,2-dihydropyridin-3-yl)methyl)carbamoyl)-4'-methyl-[1,1'-biphenyl]-4-yl)methyl)-1H-benzo[d]imidazole-4-carboxamide